NC1=NC=2N(C(=N1)N(CC1=CC=C(C=C1)OC)C1CC1)N=CC2C#N 2-amino-4-{cyclopropyl[(4-methoxyphenyl)methyl]amino}pyrazolo[1,5-a][1,3,5]triazine-8-carbonitrile